N-(2,2-difluorobutyl)-3-fluorobenzamide FC(CNC(C1=CC(=CC=C1)F)=O)(CC)F